C1(CCCCC1)C1CC=NN1C(CC)=O 5-cyclohexyl-1-propionyl-4,5-dihydro-1H-pyrazol